tertiary butyl 2-(4-((1-(3-chloro-4-((5-chloro-4-((2-(N-methylmethanesulfonamido)phenyl)amino)pyrimidin-2-yl)amino)phenyl)piperidin-4-yl)methyl)piperazin-1-yl)acetate ClC=1C=C(C=CC1NC1=NC=C(C(=N1)NC1=C(C=CC=C1)N(S(=O)(=O)C)C)Cl)N1CCC(CC1)CN1CCN(CC1)CC(=O)OC(C)(C)C